(R)-5-(4-(9-(5-(2-aminopyrimidin-4-yl)-4-(2-fluoro-3-(propylsulfonamido)phenyl)thiazol-2-yl)-3-azaspiro[5.5]undecane-3-carbonyl)piperidin-1-yl)-N-(2,6-dioxopiperidin-3-yl)picolinamide NC1=NC=CC(=N1)C1=C(N=C(S1)C1CCC2(CCN(CC2)C(=O)C2CCN(CC2)C=2C=CC(=NC2)C(=O)N[C@H]2C(NC(CC2)=O)=O)CC1)C1=C(C(=CC=C1)NS(=O)(=O)CCC)F